1-(tert-butyl) 2-ethyl (2S,4R)-4-((2-azidoethoxy)methyl)-4-fluoropyrrolidine-1,2-dicarboxylate N(=[N+]=[N-])CCOC[C@]1(C[C@H](N(C1)C(=O)OC(C)(C)C)C(=O)OCC)F